C1C(CC2=CC=CC=C12)NC1=NN=C(S1)CCCC(=O)OCC Ethyl 4-(5-((2,3-dihydro-1H-indene-2-yl)amino)-1,3,4-thiadiazol-2-yl)butanoate